1-methyl-N-[(1r,3s)-3-{[2-(trifluoromethyl)quinolin-4-yl]amino}cyclohexyl]-4,5,6,7-tetrahydro-1H-indazole-3-carboxamide CN1N=C(C=2CCCCC12)C(=O)N[C@H]1C[C@H](CCC1)NC1=CC(=NC2=CC=CC=C12)C(F)(F)F